COC(C(=CC1=CC=C(C=C1)OC)C1=CC=CC=C1)=C1SCCCS1 2-(1-Methoxy-3-(4-methoxyphenyl)-2-PHENYLALLYLIDENE)-1,3-dithiane